tert-Butyl 2-(2-cyclobutyl-1H-imidazol-1-yl)ethylcarbamate C1(CCC1)C=1N(C=CN1)CCNC(OC(C)(C)C)=O